6-methoxy-N-methylpyrimidin-4-amine COC1=CC(=NC=N1)NC